isopropanyl-phenol C(C)(C)C1=C(C=CC=C1)O